ethyl 2-(2-(1-(5-bromobenzofuran-3-yl)ethoxy)phenyl)acetate BrC=1C=CC2=C(C(=CO2)C(C)OC2=C(C=CC=C2)CC(=O)OCC)C1